8-bromo-6-(2,6-dichlorophenyl)-2-(methylsulfinyl)pyrido[4,3-d]pyrimidin-5(6H)-one BrC1=CN(C(C2=C1N=C(N=C2)S(=O)C)=O)C2=C(C=CC=C2Cl)Cl